(R)-7-bromo-6-iodo-2-methyl-N-(1-(3-(pentafluoro-λ6-sulfanyl)phenyl)ethyl)quinazoline-4-amine BrC1=C(C=C2C(=NC(=NC2=C1)C)N[C@H](C)C1=CC(=CC=C1)S(F)(F)(F)(F)F)I